NC1=NN2C(C=C(C=C2)C=2C(=C(OCC(C(CC)(F)F)(O)C3=CC=C(C=C3)F)C=CC2)C(F)F)=N1 (3-(2-amino-[1,2,4]triazolo[1,5-a]pyridin-7-yl)-2-(difluoromethyl)phenoxy)-3,3-difluoro-2-(4-fluorophenyl)pentan-2-ol